ClC1=C(CNC(OC(C)(C)C)=O)C=CC(=C1F)B1OC(C(O1)(C)C)(C)C tert-butyl (2-chloro-3-fluoro-4-(4,4,5,5-tetramethyl-1,3,2-dioxaborolan-2-yl)benzyl)carbamate